N-methyl-diazoacetamide CNC(C=[N+]=[N-])=O